(R)-N-(3-(5-Bromopyridin-3-yl)oxetan-3-yl)-2-methylpropane-2-sulfinamide BrC=1C=C(C=NC1)C1(COC1)N[S@](=O)C(C)(C)C